C(C)(C)(C)C1=C(N=CO1)C(=O)NC(C(=O)O)CCN(CCCCC1=NC=2NCCCC2C=C1)CCOCC 2-[(5-tert-butyloxazole-4-carbonyl)amino]-4-[2-ethoxyethyl-[4-(5,6,7,8-tetrahydro-1,8-naphthyridin-2-yl)butyl]amino]butanoic acid